NC1=C(C2=C([Se]1)C=CC=C2C=2C1=C(C=3C=NC(=NC3C2Cl)OC[C@@]23CCCN3CC(C2)=C(F)F)COC1)C#N 2-amino-4-((S)-5-chloro-3-(((R)-2-(difluoromethylene)tetrahydro-1H-pyrrolizin-7a(5H)-yl)methoxy)-7,9-dihydrofuro[3,4-f]quinazolin-6-yl)benzo[b]selenophene-3-carbonitrile